tert-butyl (3-fluoro-2-vinylpyridin-4-yl)carbamate FC=1C(=NC=CC1NC(OC(C)(C)C)=O)C=C